C(C=1C(C(=O)OCC)=CC=CC1)(=O)OCCC n-propyl (ethyl) phthalate